FC=1C=C(C=CC1)C1=C(C=CC(=N1)C(=O)OC)OC1=CC=C(C=C1)C(F)(F)F Methyl 6-(3-fluorophenyl)-5-[4-(trifluoromethyl)phenoxy]pyridine-2-carboxylate